C(C)(=O)C=1C(OC2=C(C1NC1CCOCC1)C=CC(=C2)NC2=NC=CC(=N2)C2=C(C=C(C=C2)F)OC)=O 3-acetyl-7-{[4-(4-fluoro-2-methoxyphenyl)pyrimidin-2-yl]amino}-4-[(tetrahydro-2H-pyran-4-yl)amino]-2H-benzopyran-2-one